COCCN1N=NC(=C1)C(=O)N 1-(2-methoxyethyl)-1H-1,2,3-triazole-4-carboxamide